C1(CC1)NC(C1=C(C=CC=C1)SC1=CC=C2C(=NNC2=C1)\C=C\C1=NC=C(C=C1)OCCN1CCCC1)=O N-cyclopropyl-2-({3-[(E)-2-{5-[2-(pyrrolidin-1-yl)ethoxy]pyridin-2-yl}vinyl]-1H-indazol-6-yl}thio)benzamide